ClC1=CC=C2CC(CNC2=N1)(C)C 7-chloro-3,3-dimethyl-1,2,3,4-tetrahydro-1,8-naphthyridine